trans-2,5-dimethyltetrahydrofuran C[C@@H]1O[C@H](CC1)C